4-(Benzyloxy)-5-(2-(benzyloxy)ethoxy)-2-((2R,3S,4S,5R)-3-(3,4-difluoro-2-methoxyphenyl)-4,5-dimethyl-5-(trifluoromethyl)tetrahydrofuran-2-yl)-6-methylpyrimidine C(C1=CC=CC=C1)OC1=NC(=NC(=C1OCCOCC1=CC=CC=C1)C)[C@@H]1O[C@]([C@H]([C@H]1C1=C(C(=C(C=C1)F)F)OC)C)(C(F)(F)F)C